FC1=C(CN2[C@@H](CCC2=S)CC(=O)O)C=CC=C1F (S)-2-(1-(2,3-Difluorobenzyl)-5-thioxopyrrolidin-2-yl)acetic acid